racemic-6-(3-cyanopyrrolo[1,2-b]pyridazin-7-yl)-N-((R)-2-fluoro-3-hydroxy-3-methylbutyl)-4-((2-(hydroxymethyl)cyclopropyl)amino)nicotinamide C(#N)C1=CC=2N(N=C1)C(=CC2)C2=NC=C(C(=O)NC[C@H](C(C)(C)O)F)C(=C2)NC2C(C2)CO